CC(=CCCC(=CC=O)C)C dehydrogeraniol